(2S)-2-hydroxypropyl (3R,4S)-3-{5-[4-amino-5-(trifluoromethyl)pyrrolo[2,1-f][1,2,4]triazin-7-yl]-2-methoxypyridine-3-amido}-4-fluoropyrrolidine-1-carboxylate NC1=NC=NN2C1=C(C=C2C=2C=C(C(=NC2)OC)C(=O)N[C@@H]2CN(C[C@@H]2F)C(=O)OC[C@H](C)O)C(F)(F)F